(1-methyl-vinyl)stannane CC(=C)[SnH3]